6-[3-[[tert-butyl(diphenyl)silyl]oxymethyl]-1-bicyclo[1.1.1]pentanyl]-7-[2,4-difluoro-6-(2-methoxyethoxy)phenyl]thieno[3,2-c]pyridin-4-ol [Si](C1=CC=CC=C1)(C1=CC=CC=C1)(C(C)(C)C)OCC12CC(C1)(C2)C2=C(C1=C(C(=N2)O)C=CS1)C1=C(C=C(C=C1OCCOC)F)F